1-((3S)-4-(6-chloro-8-fluoro-7-(3-hydroxy-naphthalen-1-yl)quinazolin-4-yl)-3-methyl-piperazin-1-yl)prop-2-en-1-one ClC=1C=C2C(=NC=NC2=C(C1C1=CC(=CC2=CC=CC=C12)O)F)N1[C@H](CN(CC1)C(C=C)=O)C